ClC1=CC(=C(C=C1)N1CC2(C1)CN(C2)C2=C(C=CC=C2)[N+](=O)[O-])F 2-(4-chloro-2-fluorophenyl)-6-(2-nitrophenyl)-2,6-diazaspiro[3.3]heptane